tert-Butyl (2-(5-(benzo[c][1,2,5]oxadiazol-5-yl)-1H-indole-2-carboxamido)ethyl)carbamate N=1ON=C2C1C=CC(=C2)C=2C=C1C=C(NC1=CC2)C(=O)NCCNC(OC(C)(C)C)=O